1-((S)-3-((tert-butoxycarbonyl)amino)-2-hydroxypropyl)-2-methyl-1H-pyrazol-2-ium C(C)(C)(C)OC(=O)NC[C@@H](CN1[N+](=CC=C1)C)O